phenylethylamine cesium lead chloride bromide [Pb](Br)Cl.[Cs].C1(=CC=CC=C1)CCN